methyl (2-amino-2-methylpropyl)(1-(3,5-dichlorophenyl)cyclopropyl)carbamate NC(CN(C(OC)=O)C1(CC1)C1=CC(=CC(=C1)Cl)Cl)(C)C